tertiary-butyl peroxyneodecanoate C(CCCCCC(C)(C)C)(=O)OOC(C)(C)C